FC(OC=1C=C(C=CC1OC)NC1=NC=C(C(=N1)NC=1C=CC2=C(NC(O2)=O)C1)C)F N2-(3-(difluoromethoxy)-4-methoxyphenyl)-N4-(benzo[d]oxazol-2(3H)-on-5-yl)-5-methylpyrimidine-2,4-diamine